8-(4-chlorophenyl)-3-methyl-6-[(2S)-2-(1-methylpyrazol-4-yl)morpholin-4-yl]pyrido[3,4-d]pyrimidin-4-one ClC1=CC=C(C=C1)C1=NC(=CC2=C1N=CN(C2=O)C)N2C[C@@H](OCC2)C=2C=NN(C2)C